ClC=1C=C(C=C(C1)F)[C@H](CCN([C@H](C(=O)O)C1=C(C(=C(C=C1)F)C)C1CCC(CC1)OC1(CC1)C)C)CCN1CCCCC1 (S)-2-(((S)-3-(3-chloro-5-fluorophenyl)-5-(piperidin-1-yl)pentyl)(methyl)amino)-2-(4-fluoro-3-methyl-2-((1r,4S)-4-(1-methylcyclopropoxy)cyclohexyl)phenyl)acetic acid